C(CCCCCCCC)(=O)S(=O)(=O)[O-] nonanoyl-sulfonate